C12(CC3CC(CC(C1)C3)C2)CNCC(COC2=C(C=C(C=C2)OC)C(C)(C)C)O (adamantan-1-ylmethyl)[3-(2-tert-butyl-4-methoxyphenoxy)-2-hydroxypropyl]amine